6-(3-amino-6-(3-((dimethylamino)methyl)-4-(tetrahydro-2H-pyran-4-yl)phenyl)-5-fluoropyrazin-2-yl)-3,4-dihydroisoquinolin-1(2H)-one NC=1C(=NC(=C(N1)F)C1=CC(=C(C=C1)C1CCOCC1)CN(C)C)C=1C=C2CCNC(C2=CC1)=O